Ethyl 2-methyl-4-(methylthio)-6-(1H-pyrazol-1-yl)benzoate CC1=C(C(=O)OCC)C(=CC(=C1)SC)N1N=CC=C1